6-fluoro-1-methyl-1,2-dihydropyrimidin-2-one FC1=CC=NC(N1C)=O